(4R)-3-(tert-butoxycarbonyl)-1,3-thiazolidine-4-carboxylic acid C(C)(C)(C)OC(=O)N1CSC[C@H]1C(=O)O